[2H4]-β-alanine N(C(CC(=O)O)([2H])[2H])([2H])[2H]